C1=C2CC=3C4=C(SC3C2=CC=C1)C=CC=C4 10H-benzo[b]indeno[2,1-d]thiophene